selenopyranone [Se]1(CC=CC=C1)=O